OC(CN1C[C@@H]([C@H](C1)C1=C(C=CC=C1)C(F)(F)F)NC(=O)C=1C=C2C(=NC1)NN=C2C2=CC(=NC=C2)C)(C)C N-((3R,4S)-1-(2-hydroxy-2-methylpropyl)-4-(2-(trifluoromethyl)phenyl)pyrrolidin-3-yl)-3-(2-methylpyridin-4-yl)-1H-pyrazolo[3,4-b]pyridine-5-amide